CNCCN(CC1=C(N=C(S1)C1=CC(=CC=C1)OC)C1=CC=C(C=C1)OC)C N,N'-dimethyl-N'-(2-(3-methoxyphenyl)-4-(4-methoxyphenyl)thiazol-5-yl-methyl)ethylenediamine